OCCNC1=C(C)C(=CC=C1)NCCO 2,6-bis(hydroxyethylamino)-toluene